5-((Trans-1-(tert-Butoxycarbonyl)-3-methylpiperidin-4-yl)amino)-6-chloro-3-methylpyrazine-2-carboxylic acid methyl ester COC(=O)C1=NC(=C(N=C1C)N[C@H]1[C@@H](CN(CC1)C(=O)OC(C)(C)C)C)Cl